C(C)(C)N1N=CC2=CC(=CC=C12)C1=CN(C2=NC=C(C(=C21)N[C@H]2C[C@@H](CC2)NC(=O)OC)C(=O)OC)S(=O)(=O)C2=CC=CC=C2 Methyl 3-(1-isopropyl-1H-indazol-5-yl)-4-(((R,3R)-3-((methoxycarbonyl)amino) cyclopentyl)amino)-1-(phenylsulfonyl)-1H-pyrrolo[2,3-b]pyridine-5-carboxylate